C(C)(=O)OC1=C(C(=CC(=C1)OS(=O)(=O)C(F)(F)F)OC(C)=O)[C@@H]1C=C(CC[C@H]1C(=C)C)C 2-((1R,6R)-3-methyl-6-(prop-1-en-2-yl)cyclohex-2-enyl)-5-(trifluoromethylsulfonyloxy)-1,3-phenylene Diacetate